N-(((1S,2S)-2-hydroxycyclohexyl)methyl)-4-(5-methyl-2-((1-methyl-1H-pyrazol-5-yl)amino)pyrimidin-4-yl)oxazole-2-carboxamide O[C@@H]1[C@@H](CCCC1)CNC(=O)C=1OC=C(N1)C1=NC(=NC=C1C)NC1=CC=NN1C